NC1=C(C=2OC3=C(C=4C(=C(C3=NC2C=C1)Cl)OC1=C(N4)C=CC(=C1S(=O)(=O)O)N)Cl)S(=O)(=O)O 3,10-diamino-6,13-dichlorobenzo[5,6][1,4]oxazino[2,3-b]phenoxazine-4,11-disulfonic acid